[I-].C(C)(C)(C)OC(=O)NC(C(=O)N1CCN(CC1)C(=O)N1C=[N+](C=C1)C)(C)C 1-(4-(2-((t-butoxycarbonyl)amino)-2-methylpropanoyl)piperazine-1-carbonyl)-3-methyl-1H-imidazol-3-ium iodide